NC=1N=C(C2=C(N1)N(C(=C2)C(=O)OCC)CCO[Si](C)(C)C(C)(C)C)NN ethyl 2-amino-7-[2-[tert-butyl(dimethyl)silyl]oxyethyl]-4-hydrazino-pyrrolo[2,3-d]pyrimidine-6-carboxylate